BrC1=CC=C(C=C1)SC=1C=C(C=CC1)C1=NC2=C(N1)C=C(C=C2)C(F)(F)F 2-(3-((4-bromophenyl)thio)phenyl)-6-(trifluoromethyl)-1H-benzo[d]imidazole